FC1=CC=C(C=C1)C1=C(N(C=N1)C(C)C)C=1N(C=C(N1)C(=O)NC1=CC=C(C=C1)N1CCN(CC1)C)COCC[Si](C)(C)C 5'-(4-fluorophenyl)-3'-isopropyl-N-(4-(4-methylpiperazin-1-yl)phenyl)-1-((2-(trimethylsilyl)ethoxy)methyl)-1H,3'H-[2,4'-biimidazole]-4-carboxamide